Tert-Butyl 1-[(2-cyano-4-fluorophenyl)methyl]-1H,4H,5H,6H,7H-[1,2,3]triazolo[4,5-c]pyridine-5-carboxylate C(#N)C1=C(C=CC(=C1)F)CN1N=NC=2CN(CCC21)C(=O)OC(C)(C)C